FC1(CC(C1)C(=O)O)F 3,3-Difluorocyclobutanecarboxylic acid